isobutyl-2,4,12-octadecatrieneamide C(C(C)C)C(C(=O)N)=CC=CCCCCCCC=CCCCCC